CN1C(=C(C(=C1)C)C(=O)NC1=CC(=C(C(=C1)F)F)F)C 1,2,4-trimethyl-N-(3,4,5-trifluorophenyl)-1H-pyrrole-3-carboxamide